N-(2-(pyridin-2-yl)pyrimidin-5-yl)nicotinamide N1=C(C=CC=C1)C1=NC=C(C=N1)NC(C1=CN=CC=C1)=O